8-(4-(difluoromethyl)-3-methylphenyl)-9-(4-((1-(3-fluoropropyl)azetidin-3-ylidene)methyl)phenyl)-6,7-dihydro-5H-benzo[7]annulene-3-carboxylic acid FC(C1=C(C=C(C=C1)C=1CCCC2=C(C1C1=CC=C(C=C1)C=C1CN(C1)CCCF)C=CC(=C2)C(=O)O)C)F